C1(CCCCC1)CNC(C(C)SC1=NC(=NC=2N(C(NC(C21)=O)=O)C2CC2)C2CC2)=O N-(cyclohexylmethyl)-2-({2,8-dicyclopropyl-5,7-dioxo-5H,6H,7H,8H-pyrimido[4,5-d][1,3]diazin-4-yl}sulfanyl)propanamide